C(=O)OC=1C(C=NN)=CC=CC1 formyl-salicylaldehyde hydrazone